N-(4-(8-azabicyclo[3.2.1]octan-8-yl)-3,5-difluorophenyl)-2-(3,3-dimethylazetidin-1-yl)-5-(2,2,2-trifluoroethyl)oxazole-4-carboxamide C12CCCC(CC1)N2C2=C(C=C(C=C2F)NC(=O)C=2N=C(OC2CC(F)(F)F)N2CC(C2)(C)C)F